[6-bromo-7-(propan-2-yl)imidazo[1,2-a]pyrimidin-2-yl][(3S,4S)-4-(3,4-dihydroisoquinolin-2(1H)-yl)-3-hydroxypiperidin-1-yl]methanone BrC=1C(=NC=2N(C1)C=C(N2)C(=O)N2C[C@@H]([C@H](CC2)N2CC1=CC=CC=C1CC2)O)C(C)C